N=1N(N=C2C1C=CC=C2)C=2C=C(C=C(C2O)C(C)(C)C)C(C(=O)O)C [3-(2H-benzotriazol-2-yl)-4-hydroxy-5-t-butylphenyl]-propionic acid